(6-methoxybenzo[d][1,3]dioxol-5-yl)methanamine COC=1C(=CC2=C(OCO2)C1)CN